2-[2-(ethoxymethoxy)-5-methyl-4-(trifluoromethyl)phenyl]-4,4,5,5-tetramethyl-1,3,2-dioxaborolane C(C)OCOC1=C(C=C(C(=C1)C(F)(F)F)C)B1OC(C(O1)(C)C)(C)C